4-bromo-N-(5-(5-(difluoromethyl)-1H-pyrazol-1-yl)-1,3,4-thiadiazol-2-yl)-3-(2-methoxyethoxy)-2-oxo-2H-pyran-6-carboxamide BrC1=C(C(OC(=C1)C(=O)NC=1SC(=NN1)N1N=CC=C1C(F)F)=O)OCCOC